CC(C(=O)NS(=O)(=O)C1(CC1)C)C 2-methyl-N-((1-methylcyclopropyl)sulfonyl)propionamide